C(#N)C=1C=C(C=CC1)NC(=O)N1CCC2(CC1)CCC(CC2)N(C=2C1=C(N=CN2)NC=C1)C N-(3-cyanophenyl)-9-(methyl-(7H-pyrrolo[2,3-d]pyrimidin-4-yl)amino)-3-azaspiro[5.5]undecane-3-carboxamide